C(CCCCCCC)NC1=C(C=CC=C1)O octylaminophenol